(4-methanesulfonylpyridin-3-yl)-8-(3-methylphenyl)quinoxalin-6-amin CS(=O)(=O)C1=C(C=NC=C1)C1=NC2=C(C=C(C=C2N=C1)N)C1=CC(=CC=C1)C